CC1=C(C(=O)N[C@H](C)C2=CC=CC3=CC=CC=C23)C=C(C=C1)NC1=NC=CN=C1 (R)-2-methyl-N-(1-(naphthalen-1-yl)ethyl)-5-(pyrazin-2-ylamino)benzamide